3,5,6-trichloro-4-hydroxypyridine-2-carboxylic acid ClC=1C(=NC(=C(C1O)Cl)Cl)C(=O)O